COC=1C=C(CN2C(=NC=3C2=NC=C(C3)C=3C=NN(C3)C)N)C=CC1OCC=1C=NC(=CC1)OC 3-(3-methoxy-4-((6-methoxypyridin-3-yl)methoxy)benzyl)-6-(1-methyl-1H-pyrazol-4-yl)-3H-imidazo[4,5-b]pyridin-2-amine